2-[[(4-pyridyl)sulfonyl]methyl]glutaric acid N1=CC=C(C=C1)S(=O)(=O)CC(C(=O)O)CCC(=O)O